FC1=CC=C(C=C1)N1CCN(CC1)CCCCOC=1C=C2C(N(C=NC2=CC1)C)=O 6-(4-(4-(4-fluorophenyl)piperazin-1-yl)butoxy)-3-methylquinazolin-4(3H)-one